ClC1=C(C=CC(=C1)C1=CC2=CN(N=C2C=C1)C1=CC(=C(C=C1)F)O)O 2-Chloro-4-(2-(4-fluoro-3-hydroxyphenyl)-2H-indazol-5-yl)phenol